C(C1=CC=CC=C1)OC1=NC(=CC=C1N1C(N(C2=C1C=CC(=C2)C=2CCN(CC2)C(=O)OC(C)(C)C)CC)=O)OCC2=CC=CC=C2 tert-butyl 4-[1-(2,6-dibenzyloxy-3-pyridyl)-3-ethyl-2-oxo-benzimidazol-5-yl]-3,6-dihydro-2H-pyridine-1-carboxylate